3-(1-ethyl-3-methyl-1H-pyrazol-5-yl)-6-methoxy-5H-pyrido[4,3-b]Indole-8-carboxylic acid C(C)N1N=C(C=C1C1=CC=2NC=3C(=CC(=CC3C2C=N1)C(=O)O)OC)C